C1(=CC=C(C=C1)ONC1=CC(=CC=C1)C(F)(F)F)C1=CC=C(C=C1)ONC1=CC(=CC=C1)C(F)(F)F ([1,1'-biphenyl]-4,4'-diylbis(oxy))bis(3-(trifluoromethyl)aniline)